(+-)-trans-2-(methoxycarbonyl)cyclopropane-1-carboxylic acid COC(=O)[C@H]1[C@@H](C1)C(=O)O |r|